E-hexenal C(\C=C\CCC)=O